tert-butyl 4-(6-(3-morpholinopropoxy)pyrazolo[1,5-a]pyridin-3-yl)piperazine-1-carboxylate O1CCN(CC1)CCCOC=1C=CC=2N(C1)N=CC2N2CCN(CC2)C(=O)OC(C)(C)C